FC(C(C)(O)C1=C2CCN([C@H](C2=CC=C1)C)C(C)=O)F 1-[(1S)-5-(2,2-difluoro-1-hydroxy-1-methyl-ethyl)-1-methyl-3,4-dihydro-1H-isoquinolin-2-yl]Ethanone